(S)-(4-fluoro-1-phenylbutan-2-yl)carbamic acid tert-butyl ester C(C)(C)(C)OC(N[C@@H](CC1=CC=CC=C1)CCF)=O